C(OC1=CC=C(C=C1)[N+](=O)[O-])(=O)Cl 4-nitrophenyl carbonochloridate